8-methyl-1H-cinnolin-4-one CC=1C=CC=C2C(C=NNC12)=O